3-propyl-1-hexadecanal C(CC)C(CC=O)CCCCCCCCCCCCC